NC=1C=CC(=NC1)C1=CC=C2C=CC(=C(C2=C1)NCC(C#N)=C)OC 2-({[7-(5-aminopyridin-2-yl)-2-methoxynaphthalen-1-yl]amino}methyl)prop-2-enenitrile